3-((4-formyl-2-methoxyphenoxy)methoxy)benzoic acid C(=O)C1=CC(=C(OCOC=2C=C(C(=O)O)C=CC2)C=C1)OC